FC(S(=O)(=O)[O-])(F)F.ClC=1C(=C(C=CC1)[I+]C1=CC=C(C=C1)OC)C(=O)N1[C@H](C=2C(CC1)=C(N(N2)C)C2=CC(=CC(=C2)F)F)C (S)-(3-Chloro-2-(3-(3,5-difluorophenyl)-2,7-dimethyl-4,5,6,7-tetrahydro-2H-pyrazolo[3,4-c]pyridine-6-carbonyl)phenyl)(4-methoxyphenyl)iodonium trifluoromethanesulfonate